2-(((4,4-difluorocyclohexyl)thio)methyl)-5-fluoro-7-((tetrahydro-2H-pyran-4-yl)methoxy)quinazolin-4(3H)-one FC1(CCC(CC1)SCC1=NC2=CC(=CC(=C2C(N1)=O)F)OCC1CCOCC1)F